[Cl-].[Cl-].C(C)(C)=[Zr+2](C1=CC=CC=2C3=CC=CC=C3CC12)C1C=C(C=C1C)C(C)(C)C isopropylidene-(3-tert-butyl-5-methyl-cyclopentadienyl)(fluorenyl)zirconium dichloride